N1=CC=CC(=C1)C1N(C)CCC1.O water-nicotine salt